1-{4-[(1R,2R,3S,4R)-4-[4-amino-5-(4-benzyl-1,3-thiazol-2-yl)-2-chloropyrrolo[2,3-d]pyrimidin-7-yl]-2,3-dihydroxycyclopentyl]piperidin-1-yl}propan-2-one NC=1C2=C(N=C(N1)Cl)N(C=C2C=2SC=C(N2)CC2=CC=CC=C2)[C@H]2[C@@H]([C@@H]([C@H](C2)C2CCN(CC2)CC(C)=O)O)O